C(C)ONC(C)CC1=C2C(=CC=C1)OCO2 ethoxy-2,3-methylenedioxyamphetamine